FC1=NN(C=C1[N+](=O)[O-])C(C)C1=CN=NN1CC(F)(F)F 5-[1-(3-fluoro-4-nitro-pyrazol-1-yl)ethyl]-1-(2,2,2-trifluoroethyl)triazole